FC(C=1C=C(C=C2C(N(CC12)C1=CC(=CC=C1)C1(CC(C1)OC)C1=NN=CN1C)=O)CN(C(OCCCC)=O)C1(CCC1)C)F butyl ((7-(difluoromethyl)-2-(3-((1r,3r)-3-methoxy-1-(4-methyl-4H-1,2,4-triazol-3-yl)cyclobutyl)phenyl)-3-oxoisoindolin-5-yl)methyl)(1-methylcyclobutyl)carbamate